2-(1-(4-propenoyl-1-piperazinyl)-7-chloro-4-phenyl-6-phthalazinyl)-3-fluorophenol C(C=C)(=O)N1CCN(CC1)C1=NN=C(C2=CC(=C(C=C12)Cl)C1=C(C=CC=C1F)O)C1=CC=CC=C1